N1=NNC2=NC(=CC=C21)C=2C=CC(=C(C(=O)NC1=CC=C(C=C1)COC1CC1)C2)F 5-(3H-[1,2,3]triazolo[4,5-b]pyridin-5-yl)-N-(4-(cyclopropoxymethyl)phenyl)-2-fluorobenzamide